3-(4-nitrophenoxy)thietane [N+](=O)([O-])C1=CC=C(OC2CSC2)C=C1